nickel-silicon-chromium-boron-iron [Fe].[B].[Cr].[Si].[Ni]